(3s,5s)-3-aminomethyl-6-(3-chloro-phenoxy)-5-methyl-hexanoic acid NC[C@H](CC(=O)O)C[C@@H](COC1=CC(=CC=C1)Cl)C